F[Sb-](F)(F)(F)(F)F.C(CCCCCCC)OC1=CC=C(C=C1)[SH2+] 4-(octyloxy)phenylsulfonium hexafluoroantimonate